C(C)(C)C=1C(=NNC1C=1C=C(C=2N(C1)N=CN2)C)C=2SC=1CN(CCC1N2)C(C)=O 1-(2-(4-isopropyl-5-(8-methyl-[1,2,4]triazolo[1,5-a]pyridin-6-yl)-1H-pyrazol-3-yl)-6,7-dihydrothiazolo[5,4-c]pyridin-5(4H)-yl)ethan-1-one